1,3,5-triazacyclohexan-2-one N1C(NCNC1)=O